(S)-3-((S)-sec-butyl)-4-(3-methoxyazetidine-1-carbonyl)-1,3,4,5-tetrahydro-2H-benzo[e][1,4]diazepin-2-one [C@H](C)(CC)[C@@H]1N(CC2=C(NC1=O)C=CC=C2)C(=O)N2CC(C2)OC